2-thia-6-aza-spiro[3.3]heptane hemioxalate C(C(=O)O)(=O)O.C1SCC12CNC2.C2SCC21CNC1